C(C)(=O)N1CC(CCC1)C1=CC=C(C=C1)NC(OCC1=CN=CO1)=O oxazol-5-ylmethyl (4-(1-acetylpiperidin-3-yl)phenyl)carbamate